C1CN1 epiminoethane